5-chloro-2-methyl-N-((1r,4r)-4-((2-oxo-3-(6-phenylpyridin-3-yl)-2,3-dihydro-1H-benzo[d]imidazol-1-yl)methyl)cyclohexyl)nicotinamide ClC=1C=NC(=C(C(=O)NC2CCC(CC2)CN2C(N(C3=C2C=CC=C3)C=3C=NC(=CC3)C3=CC=CC=C3)=O)C1)C